tritolyl-phosphorus C1(=C(C=CC=C1)P(C1=C(C=CC=C1)C)C1=C(C=CC=C1)C)C